C(C)C(C[O-])C(CCC)[O-].[Ti+4].C(C)C(C[O-])C(CCC)[O-] titanium (IV) 2-ethyl-1,3-hexanediolate